[3-({[1-isopropyl-5-(3-phenylpropyl)-1H-pyrrole-2-yl]carbonyl}amino)-4-(trifluoromethyl)phenyl]acetic acid C(C)(C)N1C(=CC=C1CCCC1=CC=CC=C1)C(=O)NC=1C=C(C=CC1C(F)(F)F)CC(=O)O